C(C)(C)(C)OC(=O)N[C@H](C(=O)O)C1C(CC(CC1)C)(C)C (2S)-2-((tert-butoxycarbonyl)amino)-2-(2,2,4-trimethylcyclohexyl)acetic acid